N-[(3-chloro-4-fluorophenyl)-[5-methyl-4-(methylsulfonimidoyl)-1H-imidazol-2-yl]methyl]-5-methyl-4-(trifluoromethyl)-1,3-thiazol-2-amine ClC=1C=C(C=CC1F)C(NC=1SC(=C(N1)C(F)(F)F)C)C=1NC(=C(N1)S(=O)(=N)C)C